C(CCCCCCCCCCCCC)(=O)N[C@@H](C)C(=O)[O-].[Na+] sodium myristoylalaninate